2-[6-(4-methylsulfonylbenzyl)-2-azaspiro[3.3]heptane-2-carbonyl]-7-oxa-2,5-diazaspiro[3.4]octan-6-one CS(=O)(=O)C1=CC=C(CC2CC3(CN(C3)C(=O)N3CC4(C3)NC(OC4)=O)C2)C=C1